C1(CC1)C1=NN(C=N1)C1CC2(CN(C2)C(=O)N2CC(C2)CNS(=O)(=O)C2=CC=C(C=C2)C(F)(F)F)C1 N-[[1-[6-(3-cyclopropyl-1,2,4-triazol-1-yl)-2-azaspiro[3.3]heptane-2-carbonyl]azetidin-3-yl]methyl]-4-(trifluoromethyl)benzene-sulfonamide